2-((t-butyldimethylsilyl)oxy)acetaldehyde [Si](C)(C)(C(C)(C)C)OCC=O